3-((2-(trimethylsilyl)ethoxy)methoxy)pyridine C[Si](CCOCOC=1C=NC=CC1)(C)C